COC1=C(C(=O)C2=CC=CC=C2)C=C(C(=C1)OC)C(=O)C=1C(=CC=CC1)C 2,4-dimethoxy-5-(o-toluoyl)benzophenone